4-(8-chloro-3-quinolylamino)-2-[3-methoxy-4-(3-piperidinopropoxy)phenylamino]pyrimidine ClC=1C=CC=C2C=C(C=NC12)NC1=NC(=NC=C1)NC1=CC(=C(C=C1)OCCCN1CCCCC1)OC